Tris(diphenylamino)triphenylamine C1(=CC=CC=C1)N(C1=CC=CC=C1)C1=C(C(=C(C=C1)N(C1=CC=CC=C1)C1=CC=CC=C1)N(C1=CC=CC=C1)C1=CC=CC=C1)N(C1=CC=CC=C1)C1=CC=CC=C1